5,5-dimethyl-1-((2-(((1-methyl-1H-pyrazol-4-yl)methyl)amino)pyridin-4-yl)methyl)-3-(4-((trifluoromethyl)sulfonyl)phenyl)imidazolidine-2,4-dione CC1(C(N(C(N1CC1=CC(=NC=C1)NCC=1C=NN(C1)C)=O)C1=CC=C(C=C1)S(=O)(=O)C(F)(F)F)=O)C